COC1=CC=C(CN2CC=3N(CC2)N=C(C3[2H])CO)C=C1 (5-(4-methoxybenzyl)-4,5,6,7-tetrahydropyrazolo[1,5-a]pyrazin-2-yl-3-d)methanol